The molecule is a tricarboxylic acid that is the 2-oxo derivative of homocitric acid. It derives from a homocitric acid. It is a conjugate acid of a 2-hydroxy-4-oxobutane-1,2,4-tricarboxylate. C(C(=O)C(=O)O)C(CC(=O)O)(C(=O)O)O